C(CCCC)OC(CCCN(CCCCCCCCC)CC1CN(CC1)C(CN(CCCCCCCCC)CCN(CCCCCCCCC)CCCCCCCCC)=O)=O Pentyl-4-(((1-(N-(2-(dinonylamino)ethyl)-N-nonylglycyl)pyrrolidin-3-yl)methyl)(nonyl)amino)butanoate